FC(C=1C(=CNC(C1)=O)C(=O)NC=1C(=CC(=C(C1)C1=CCCN(C1)C(=O)OC(C)C)F)N1C[C@H](N(CC1)C)C)F |r| propan-2-yl 5-[5-[[4-(difluoromethyl)-6-oxo-1H-pyridine-3-carbonyl]amino]-2-fluoro-4-[rac-(3R)-3,4-dimethylpiperazin-1-yl]phenyl]-3,6-dihydro-2H-pyridine-1-carboxylate